FC=1C=2C(N3C1C=NCC3)=NSC2C(F)(F)F 4-fluoro-3-(trifluoromethyl)-7,8-dihydroisothiazolo[4',3':4,5]pyrrolo[1,2-a]pyrazin